C(CC)C1(C=CC=C1)[Zr]C1C(CC2CC=CC=C12)C (n-propylcyclopentadienyl)(2-methyltetrahydroindenyl)zirconium